CC1(C2=CC=CC=C2C=2C=CC(=CC12)N(C=1C=CC=2C=3C=C4C(=CC3C(C2C1)(C)C)C=CC=C4)C4=CC=C(C=C4)C4=CC1=CC=CC=C1C=C4)C N-(9,9-dimethyl-9H-fluoren-2-yl)-11,11-dimethyl-N-(4-(naphthalen-2-yl)phenyl)-11H-benzo[b]fluoren-2-amine